fluoro-1-methylpyridin-2-one FC=1C(N(C=CC1)C)=O